ClC=1C=C(C2=NC3=CC(=CC=C3N=C2C1)F)OC 3-Chloro-8-fluoro-1-methoxyphenazine